CC1=C(C(=CC=C1)C)NC(=S)NC1=C(C=CC=C1C(C)C)C(C)C N-(2,6-dimethylphenyl)-N'-(2,6-diisopropylphenyl)thiourea